FC=1C(=NC(=NC1)C1=CNC2=NC=CC=C21)NC2(CCN(CC2)S(=O)(=O)C2CC2)C(=O)NCC(F)(F)F 4-((5-fluoro-2-(1H-pyrrolo[2,3-b]pyridin-3-yl)pyrimidin-4-yl)amino)-1-(cyclopropylsulfonyl)-N-(2,2,2-trifluoroethyl)piperidine-4-carboxamide